(R)-3-(1,4-dimethyl-1H-benzo[D][1,2,3]triazol-5-yl)-3-(3-(((R)-2-ethyl-2,3-dihydropyrido[2,3-f][1,4]oxazepine-4(5H)-yl)methyl)-4-methylphenyl)propionic acid CN1N=NC2=C1C=CC(=C2C)[C@H](CC(=O)O)C2=CC(=C(C=C2)C)CN2C[C@H](OC1=C(C2)N=CC=C1)CC